iron-oxide hydroxide [OH-].[O-2].[Fe+3]